C(CCSSSSCCC(=O)O)(=O)O 3,3'-tetrathiodipropionic acid